C(#N)C=1C(=CC(=C(C1)NS(=O)(=O)C=1C=C(C(=O)OC)C=CC1C1CC1)C1=NC=CC=C1)F Methyl 3-(N-(5-cyano-4-fluoro-2-(pyridin-2-yl)phenyl)sulfamoyl)-4-cyclopropylbenzoate